ClC1=C(C=CC(=C1)C(F)(F)F)NC(CN1C(=C(C(N2N=C(N=C12)C=1C=CC2=CN(N=C2C1)C)=O)N1CCN(CC1)C(=O)C1=NC=NC(=C1O)C)CC)=O N-[2-chloro-4-(trifluoromethyl)phenyl](6-ethyl-5-{4-[(5-hydroxy-6-methyl-4-pyrimidinyl)carbonyl]-1-piperazinyl}-2-(2-methyl-2H-indazol-6-yl)-4-oxo-1,3,3a,7-tetraaza-7-indenyl)acetamide